(R)-6-(4-amino-5-(difluoromethyl)pyrimidin-2-yl)-2-(5-(difluoromethoxy)-4-((6-oxo-5-(trifluoromethyl)-1,6-dihydropyridazin-4-yl)amino)pentyl)-7,8-difluoroisoquinolin-1(2H)-one NC1=NC(=NC=C1C(F)F)C=1C=C2C=CN(C(C2=C(C1F)F)=O)CCC[C@H](COC(F)F)NC=1C=NNC(C1C(F)(F)F)=O